C[N+]1(CCC2=CC(=C(C=C2C1CC3=CC(=C(C=C3)OC)OC)OC)OC)CCC(=O)OCCCCCOC(=O)CC[N+]4(CCC5=CC(=C(C=C5C4CC6=CC(=C(C=C6)OC)OC)OC)OC)C The molecule is a diester compound consisting of pentane-1,5-diol with both hydroxyls bearing 3-[1-(3,4-dimethoxybenzyl)-6,7-dimethoxy-2-methyl-3,4-dihydroisoquinolinium-2(1H)-yl]propanoyl groups. It has a role as a muscle relaxant and a nicotinic antagonist. It is a quaternary ammonium ion and a diester.